C(C)OC(=O)C1(CSCC1O)N1C2=NC(=NC(=C2N=C1)SCCC)N (±)-Ethyl-3-(2-amino-6-(propylthio)-9H-purin-9-yl)-4-hydroxytetrahydrothiophene-3-carboxylate